ClC=1C=C2C(NNC(C2=CC1Cl)=O)=O 6,7-dichloro-2,3-dihydrophthalazine-1,4-dione